3-(((4,4-bis(((Z)-oct-5-en-1-yl)oxy)butanoyl)oxy)methyl)-5-(((((1-ethylpiperidin-3-yl)methoxy)carbonyl)oxy)methyl)benzyl (9Z,12Z)-octadeca-9,12-dienoate C(CCCCCCC\C=C/C\C=C/CCCCC)(=O)OCC1=CC(=CC(=C1)COC(=O)OCC1CN(CCC1)CC)COC(CCC(OCCCC\C=C/CC)OCCCC\C=C/CC)=O